C(C)N(C=N)C N1-ethyl-N-methylimidoformamide